(4-(2-isopropylphenyl)-2-methyl-1,5,6,7-tetrahydro-s-indacen-1-yl)dimethyl-(2,3,4,5-tetramethylcyclopenta-2,4-dien-1-yl)silanylzirconium dichloride [Cl-].[Cl-].C(C)(C)C1=C(C=CC=C1)C1=C2C=C(C(C2=CC=2CCCC12)[Zr+2][Si](C1C(=C(C(=C1C)C)C)C)(C)C)C